BrC1=C2C(N(C=NC2=CC=C1)C=1C=NC=CC1)=O 5-bromo-3-(pyridin-3-yl)quinazolin-4(3H)-one